3,3-dimethoxypropyl-phosphonic acid dimethyl ester COP(OC)(=O)CCC(OC)OC